4-((S or R)-6-chloro-2-(3-(dimethylamino)azetidin-1-yl)-8-fluoro-7-(3-hydroxynaphthalen-1-yl) quinazolin-4-yl)hexahydropyrrolo[3,2-b]pyrrole-1(2H)-carboxylate ClC=1C=C2C(=NC(=NC2=C(C1C1=CC(=CC2=CC=CC=C12)O)F)N1CC(C1)N(C)C)N1CCC2N(CCC21)C(=O)[O-]